9-[(3-cyanophenyl)methyl]-1-(pentyloxy)-2,3,4,9-tetrahydro-1H-carbazole-8-carboxylic acid C(#N)C=1C=C(C=CC1)CN1C2=C(C=CC=C2C=2CCCC(C12)OCCCCC)C(=O)O